S1C(=NC2=C1CCC2)CO 5,6-dihydro-4H-cyclopenta[d]thiazol-2-ylmethanol